4-bromo-1-[(4-methoxyphenyl)methyl]-5-methyl-pyridin-2-one BrC1=CC(N(C=C1C)CC1=CC=C(C=C1)OC)=O